NC(C(=O)NC1=C2C(=CNC2=CC=C1)N=NC1=CC=C(C=C1)Br)CCN\C(=N\[H])\N (E)-2-amino-N-(3-((4-bromophenyl)diazenyl)-1H-indol-4-yl)-4-guanidinobutanamide